NC1CC2(CN(C2)C(=O)N2CCN(CC2)C(=O)C2=C(C=C(C=C2)NC(=O)C=2N(C(=CN2)C=2C(=NN(C2)CC#N)C(F)(F)F)C)CC)C1 N-[4-[4-(6-amino-2-azaspiro[3.3]heptane-2-carbonyl)piperazine-1-carbonyl]-3-ethylphenyl]-5-[1-(cyanomethyl)-3-(trifluoromethyl)pyrazol-4-yl]-1-methylimidazole-2-carboxamide